3-((3-butyl-2-methyl-7-(methylthio)-1,1-dioxido-5-phenyl-2,3,4,5-tetrahydro-1,2,5-benzothiadiazepin-8-yl)oxy)-2,2-difluoropropanoic acid C(CCC)C1N(S(C2=C(N(C1)C1=CC=CC=C1)C=C(C(=C2)OCC(C(=O)O)(F)F)SC)(=O)=O)C